6,6,9-Trimethyl-3-pentyl-7,8,9,10-tetrahydrobenzo[c]chromene-1,10-diol CC1(OC=2C=C(C=C(C2C2=C1CCC(C2O)C)O)CCCCC)C